4-cyano-2-chloropyrimidine C(#N)C1=NC(=NC=C1)Cl